(R)-methyl 3-(2-(2-((6-(3-(1-(3-((1-methyl-4-(5-(pyridin-4-yl)-4H-1,2,4-triazol-3-yl)piperidin-4-yl)amino)benzamido)ethyl)phenoxy)hexyl)oxy)ethoxy)ethoxy)propanoate CN1CCC(CC1)(C1=NN=C(N1)C1=CC=NC=C1)NC=1C=C(C(=O)N[C@H](C)C=2C=C(OCCCCCCOCCOCCOCCC(=O)OC)C=CC2)C=CC1